OC=1C=C(C=C)C=C(C1)O 3,5-dihydroxystyrene